ClC1=C(C(=O)NC2=C3C=NN(C3=CC=C2)C=2C=NC=C(C2)C)C=C(C=C1)CNC(COC)=O 2-chloro-5-{[(methoxyacetyl)amino]methyl}-N-[1-(5-methylpyridin-3-yl)-1H-indazol-4-yl]benzamide